C(C)C1CCCCC1 (1r,4r)-4-ethylcyclohexane